FC=1C=C(C=[N+](C1)[O-])C1(CC1)C#N 1-(5-fluoro-1-oxido-pyridin-1-ium-3-yl)cyclopropane-carbonitrile